C(C)(C)(C)OC(=O)N1C=C(C2=NC=CC(=C21)C2=C(C=CC(=C2)Cl)O[Si](C2=CC=CC=C2)(C2=CC=CC=C2)C(C)(C)C)I 7-(2-((tert-butyldiphenylsilyl)oxy)-5-chlorophenyl)-3-iodo-1H-pyrrolo[3,2-b]pyridine-1-carboxylic acid tert-butyl ester